C=C[C@@H](CCCCC)O R-1-octen-3-ol